3-chloro-4-(3-((cyclopropyl(methyl)amino)methyl)pyrrolidin-1-yl)-2,6-difluoro-N-(4-methoxybenzyl)-N-(thiazol-2-yl)benzenesulfonamide ClC=1C(=C(C(=CC1N1CC(CC1)CN(C)C1CC1)F)S(=O)(=O)N(C=1SC=CN1)CC1=CC=C(C=C1)OC)F